(2R,5'S)-3-oxo-3,4-dihydrospiro[benzo[b][1,4]thiazine-2,3'-pyrrolidine]-5'-carboxamide TFA salt OC(=O)C(F)(F)F.O=C1NC2=C(S[C@]13CN[C@@H](C3)C(=O)N)C=CC=C2